3-(((E)-(9-benzyl-1-methyl-beta-carbolin-3-yl)methylene)hydrazino)indol-2-one tert-butyl-3-{[(3R)-1-(tert-butoxycarbonyl)piperidin-3-yl]methyl}-7-ethylindole-1-carboxylate C(C)(C)(C)OC(=O)N1C=C(C2=CC=CC(=C12)CC)C[C@@H]1CN(CCC1)C(=O)OC(C)(C)C.C(C1=CC=CC=C1)N1C2=CC=CC=C2C=2C=C(N=C(C12)C)\C=N\NC=1C(N=C2C=CC=CC12)=O